ClC1=C(N=C(NC1=O)C1=C(N=CS1)Cl)N1C(CNCC1)C(F)(F)F 5-chloro-2-(4-chlorothiazol-5-yl)-4-[2-(trifluoromethyl)piperazin-1-yl]-1H-pyrimidin-6-one